BrC=1C=C(C=CC1)C(C)NC=1C2=C(N=CN1)SC=C2 N-[1-(3-bromophenyl)ethyl]thieno[2,3-d]pyrimidin-4-amine